(E)-1-(4-(4-(benzo[d]oxazol-2-yl-thioxo)butoxy)phenyl)-3-(4-tolyl)-2-propen-1-one O1C(=NC2=C1C=CC=C2)S=CCCCOC2=CC=C(C=C2)C(\C=C\C2=CC=C(C=C2)C)=O